NC=1NC(C=2N(C(NC2N1)=O)CCCC)=O 2-amino-7-butyl-7,9-dihydro-1H-purine-6,8-dione